tert-butyl N-[2-({2-[(4-bromopyridin-2-yl)carbamoyl]ethyl}[(tert-butoxy)carbonyl]amino)ethyl]-N-methylcarbamate BrC1=CC(=NC=C1)NC(=O)CCN(CCN(C(OC(C)(C)C)=O)C)C(=O)OC(C)(C)C